[Ir+3].CC=1C(=NC(=C(N1)C)C(C(C(C)(C)C)=O)(C(C(C)(C)C)=O)C1=C(N=C(C(=N1)C1=CC=CC=C1)C)C)C1=CC=CC=C1 bis(3,5-dimethyl-2-phenylpyrazinyl)(dipivalylmethane) iridium (III)